N-(3-(tert-butyl)-1-methyl-1H-pyrazol-5-yl)-6-(7-(4-(methylsulfonyl)phenyl)imidazo[1,2-a]pyridin-3-yl)pyridin-2-amine C(C)(C)(C)C1=NN(C(=C1)NC1=NC(=CC=C1)C1=CN=C2N1C=CC(=C2)C2=CC=C(C=C2)S(=O)(=O)C)C